2-((R)-2-hydroxy-2-((S)-1,2,3,4-tetrahydroisoquinolin-3-yl)ethyl)-4,4-dimethyl-6-(2,6-diazaspiro[3.3]heptane-2-carbonyl)-3,4-dihydroisoquinolin-1(2H)-one hydrochloride salt Cl.O[C@H](CN1C(C2=CC=C(C=C2C(C1)(C)C)C(=O)N1CC2(C1)CNC2)=O)[C@H]2NCC1=CC=CC=C1C2